ClC=1C=C(C=CC1)NC(=O)[C@H]1N(C[C@@H](C1)F)C(=O)OC(C)(C)C tert-Butyl (2S,4R)-2-((3-chlorophenyl)carbamoyl)-4-fluoropyrrolidine-1-carboxylate